5-(hydroxymethyl)-N-(4-(piperidin-1-ylsulfonyl)benzyl)-1H-indole-1-carboxamide OCC=1C=C2C=CN(C2=CC1)C(=O)NCC1=CC=C(C=C1)S(=O)(=O)N1CCCCC1